C(C1=CC=CC=C1)OC([C@H](CC=O)NC(=O)OCC1=CC=CC=C1)=O.ClC=1C(=NC2=CC(=C(C=C2N1)C)OC=1C=CC2=C(NC(=N2)C)C1)C=1C=NN(C1)CC1CCN(CC1)C chloro-6-methyl-7-((2-methyl-1H-benzo[d]imidazol-6-yl)oxy)-2-(1-((1-methylpiperidin-4-yl)methyl)-1H-pyrazol-4-yl)quinoxaline (S)-Benzyl-2-(((benzyloxy)carbonyl)amino)-4-oxobutanoate